(S)-2-(1-(4-chloro-2-methylpyridin-3-yl)cyclopropane-1-carboxamido)-4-(((S)-3-fluoro-2-methoxypropyl)(4-(5,6,7,8-tetrahydro-1,8-naphthyridin-2-yl)butyl)amino)butanoic acid ClC1=C(C(=NC=C1)C)C1(CC1)C(=O)N[C@H](C(=O)O)CCN(CCCCC1=NC=2NCCCC2C=C1)C[C@@H](CF)OC